O(C1=CC=CC=C1)CCCC(=O)NC=1C=C2C=3CC(CCC3NC2=CC1)CNC(C)C 6-(phenoxybutanoyl)amino-3-(isopropyl)aminomethyl-1,2,3,4-tetrahydro-9H-carbazole